ClC=1C(=NC=CC1C1=NC(=C(C=C1)CNC[C@H]1NC(CC1)=O)OC)C=1C(=C(C=CC1)NC(C1=NC=C(C=C1)CN1CC(C1)CO)=O)C (S)-N-(3-(3'-chloro-6-methoxy-5-((((5-oxopyrrolidin-2-yl)methyl)amino)methyl)-[2,4'-bipyridin]-2'-yl)-2-methylphenyl)-5-((3-(hydroxymethyl)azetidin-1-yl)methyl)picolinamide